(3,3-difluorocyclobutyl)(6-(2-methyl-2H-pyrazolo[3,4-b]pyridin-5-yl)thieno[3,2-b]pyridin-2-yl)methanol FC1(CC(C1)C(O)C1=CC2=NC=C(C=C2S1)C1=CC=2C(N=C1)=NN(C2)C)F